C(CCC)(=O)SCCNC(CCNC([C@@H](C(COP(OP(OC[C@@H]1[C@H]([C@H]([C@@H](O1)N1C=NC=2C(N)=NC=NC12)O)OP(=O)(O)O)(=O)O)(=O)O)(C)C)O)=O)=O Butanoyl-CoA